[C@@H]12N(C[C@@H](NC1)CC2)C2=NC(=NC1=C(C(=CC=C21)C2=CC(=CC1=CC=C(C(=C21)CC)F)O)F)OC[C@]21CCCN1C[C@@H](C2)F 4-(4-((1S,4S)-2,5-diazabicyclo[2.2.2]octan-2-yl)-8-fluoro-2-(((2R,7aS)-2-fluorotetrahydro-1H-pyrrolizin-7a(5H)-yl)methoxy)quinazolin-7-yl)-5-ethyl-6-fluoronaphthalen-2-ol